COOCCC([O-])C.[Y+3].COOCCC([O-])C.COOCCC([O-])C yttrium (2-methoxyoxyethyl)ethoxide